FC=1C=C2C(=C(/C(/C2=CC1)=C/C1=C(C=C(C=C1)COC1=CC=C(C=C1)F)C(F)(F)F)C)CC(=O)O 2-[(1Z)-5-fluoro-1-({4-[(4-fluorophenoxy)methyl]-2-(trifluoromethyl)phenyl}-methylene)-2-methyl-1H-inden-3-yl]acetic acid